FC1(CCC(CC1)CC(=O)O)F (4,4-difluoro-cyclohexyl)-acetic acid